bis-hydroxymethyl-benzoxazine OCC1=C(NOC2=C1C=CC=C2)CO